3-cyclopropyl-1-(2,2-difluoroethyl)-N-{3-(difluoromethoxy)-4-[hydroxy(2H2)methyl]phenyl}-1H-pyrazole-4-carboxamide C1(CC1)C1=NN(C=C1C(=O)NC1=CC(=C(C=C1)C([2H])([2H])O)OC(F)F)CC(F)F